C(C)OC(=O)C=1OC2=C(C1C)C=C(C=C2)S(NCCC2=CC=CC=1OC(OC12)(F)F)(=O)=O 5-(N-(2-(2,2-difluorobenzo[d][1,3]dioxol-4-yl)ethyl)sulfamoyl)-3-methylbenzofuran-2-Carboxylic acid ethyl ester